N[N+]1=C(C(=NC(=C1)Br)C)N 1,2-diamino-5-bromo-3-methylpyrazin-1-ium